[13C3,15N]L-Serine [15NH2][13C@@H]([13CH2]O)[13C](=O)O